C(CCCC(=O)OCC(CCCCCCCC)CCCCCC)(=O)OC(C(NCCC(NCCN1CCOCC1)=O)=O)C(COC(CC(OCC(CCCCCCCC)CCCCCC)=O)=O)(C)C 18-Hexyl-10,10-dimethyl-1-morpholino-4,8,13,15-tetraoxo-12,16-dioxa-3,7-diazahexacosan-9-yl (2-hexyldecyl) glutarate